4-[(3R)-3-[[6-(4-hydroxy-2,3-dihydrobenzofuran-5-yl)-5-methyl-1,2,4-triazin-3-yl]amino]-1-piperidyl]-N-(2-hydroxyethyl)-N-methyl-butanamide OC1=C(C=CC2=C1CCO2)C2=C(N=C(N=N2)N[C@H]2CN(CCC2)CCCC(=O)N(C)CCO)C